1-ethyl-4,6-difluoro-5-hydroxy-1H-benzo[d]imidazol-2(3H)-one C(C)N1C(NC2=C1C=C(C(=C2F)O)F)=O